C(C)(=O)N1C(CCC2=CC(=CC=C12)C1=CC=C(S1)CNC(=O)C=1N=C2N(C=C(N=C2N2CCOCC2)C=2C=NC(=NC2)N)C1)C N-((5-(1-acetyl-2-methyl-1,2,3,4-tetrahydroquinolin-6-yl)thiophen-2-yl)methyl)-6-(2-amino-pyrimidin-5-yl)-8-morpholinoimidazo[1,2-a]pyrazine-2-carboxamide